2-(3-chlorophenyl)-2,2-difluoro-1-phenylethyl ((S)-1-(((S)-1-hydroxy-3-(2-oxo-1,2-dihydropyridin-3-yl)propan-2-yl)amino)-1-oxohexan-2-yl)carbamate OC[C@H](CC=1C(NC=CC1)=O)NC([C@H](CCCC)NC(OC(C(F)(F)C1=CC(=CC=C1)Cl)C1=CC=CC=C1)=O)=O